6-bromo-4-(2,4-dimethylpentan-2-yl)phenol BrC1=CC(=CC=C1O)C(C)(CC(C)C)C